COC1=C2C(NC=NC2=CC(=C1OC)OC)=O 5,6,7-trimethoxyquinazolin-4(3H)-one